FC(C1=CC=C(COP(N)N)C=C1)(F)F (4-(trifluoromethyl)benzyloxy)phosphanediamine